bis-(4-hydroxy-3,5-dimethylphenyl) ketone OC1=C(C=C(C=C1C)C(=O)C1=CC(=C(C(=C1)C)O)C)C